N-(3-buten-1-yl)-2-iodoacetamide C(CC=C)NC(CI)=O